C(=O)(O)CC[C@H](NC([C@@H](NC(C)=O)CC(=O)O)=O)C(N[C@H](C(N[C@@H](CC(=O)O)C=O)=O)C(C)C)=O (4S,7S,10S,13S)-7-(2-carboxyethyl)-4-(carboxymethyl)-13-formyl-10-isopropyl-2,5,8,11-tetraoxo-3,6,9,12-tetraazapentadecan-15-oic acid